5-((2-cyclopropyl-1,4-diazepan-1-yl)sulfonyl)isoquinoline C1(CC1)C1N(CCCNC1)S(=O)(=O)C1=C2C=CN=CC2=CC=C1